Cl.Cl.Cl.FC1=CC=C(CC2=CC=C3C(CN(C3=C2)C(CN2[C@H](CN[C@@H](C2)C)CN2[C@@H](COCC2)C)=O)(C(=O)N)C)C=C1.FC1=CC=C(CC2=CC=C3C(CN(C3=C2)C(CN2[C@H](CN[C@@H](C2)C)CN2[C@@H](COCC2)C)=O)(C(=O)N)C)C=C1 bis(6-(4-fluorobenzyl)-3-methyl-1-(2-((2R,5R)-5-methyl-2-(((R)-3-methylmorpholino)methyl)piperazin-1-yl)acetyl)indoline-3-carboxamide) trihydrochloride salt